FC1=CC=C(C=C1)C1=CC(=C(C=C1)NC(OC(C)(C)C)=O)NC(=O)C1=CC2=NC(=CC=C2O1)SC tert-butyl N-[4-(4-fluorophenyl)-2-[(5-methylsulfanylfuro[3,2-b]pyridine-2-carbonyl)amino]phenyl]carbamate